O1C(=CC=C1)C1=NN2C(N=C(N=C2N)NCCC2=CC=C(C=C2)OCCCC2=CC=NC=C2)=N1 2-(furan-2-yl)-N5-(4-(3-(pyridin-4-yl)propoxy)phenethyl)-[1,2,4]triazolo[1,5-a][1,3,5]-triazine-5,7-diamine